OC=1C=C(CN2C(C=CC3=C2N=CN=C3)=O)C=CC1 8-(3-hydroxybenzyl)pyrido[2,3-d]pyrimidin-7(8H)-one